I(=O)(=O)(=O)[O-].I(=O)(=O)(=O)[O-].[Ag+].[Ca+2] calcium silver diperiodate